(N-[4-Amino-5-(4-bromobenzoyl)thiazol-2-yl]-4-fluoroanilino)propanamid NC=1N=C(SC1C(C1=CC=C(C=C1)Br)=O)N(C1=CC=C(C=C1)F)C(C(=O)N)C